C1=CPC2=C1C1=CC=CC=C1C=C2 naphthophosphole